rac-(2S,3R,4R)-Methyl 1-acetyl-2-cyclopropyl-7-methoxy-3-methyl-4-((4-methylpyrimidin-2-yl)amino)-1,2,3,4-tetrahydroquinoline-6-carboxylate C(C)(=O)N1[C@H]([C@@H]([C@H](C2=CC(=C(C=C12)OC)C(=O)OC)NC1=NC=CC(=N1)C)C)C1CC1 |r|